C(C)(C)C1=C(C(=CC=C1)C(C)C)NC1=NC=CN=C1NC1=C(C=CC=C1C(C)C)C(C)C N2,N3-Bis(2,6-diisopropylphenyl)pyrazine-2,3-diamine